2-(2,6-dichloro-3-nitrophenyl)acetic acid ClC1=C(C(=CC=C1[N+](=O)[O-])Cl)CC(=O)O